[Si](C1=CC=CC=C1)(C1=CC=CC=C1)(C(C)(C)C)O[C@]1(CN(CCOC1)C1=NC(=NC(=N1)Cl)Cl)C (6S)-6-[(tert-butyldiphenylsilyl)oxy]-4-(4,6-dichloro-1,3,5-triazin-2-yl)-6-methyl-1,4-oxazepane